(R)-(3-(benzyloxy)-2-((tert-butoxycarbonyl)amino)-3-oxopropyl)zinc(II) iodide [I-].C(C1=CC=CC=C1)OC([C@H](C[Zn+])NC(=O)OC(C)(C)C)=O